O.O[C@@H]1[C@H](O)[C@@H](O)[C@@H](O)[C@H](O1)C(=O)O α-D-galacturonic acid hydrate